FC1=C(C=CC=2C3=C(C(OC12)=O)O[C@]([C@H]3C)(C(F)(F)F)C)F (1S,2r)-6,7-difluoro-1,2-dimethyl-2-(trifluoromethyl)-1,2-dihydro-4H-furo[2,3-c]chromen-4-one